CC1=NSC(=C1)NC=1N=C(C2=C(N1)NC=C2)N[C@H]2CN(CCC2)C(=O)OC(C)(C)C tert-butyl (R)-3-((2-((3-methylisothiazol-5-yl)amino)-7H-pyrrolo[2,3-d]pyrimidin-4-yl)amino)piperidine-1-carboxylate